7-Chloro-1-methyl-4-(1-(5-((2-oxopyrrolidin-1-yl)methyl)pyrimidin-2-yl)piperidin-4-yl)-1,4-dihydropyrido[2,3-b]pyrazine-2,3-dione ClC1=CC2=C(N(C(C(N2C)=O)=O)C2CCN(CC2)C2=NC=C(C=N2)CN2C(CCC2)=O)N=C1